bis(4,6-difluorophenyl)pyridine FC1=CC=C(C(=C1)F)C=1C(=NC=CC1)C1=CC=C(C=C1F)F